C(\C=C\C1=CC=C(C=C1)O)(=O)OCC[N+](C)(C)C coumaroyl-choline